F[P-](F)(F)(F)(F)F.CN(C(=O)N(C)C)C 1,1,3,3-tetramethyl-Urea hexafluorophosphate